C[C@H]1[C@@H](CN(C1)CC1=NC=CC=C1)C=1NC(C2=C(N1)N(N=C2)C2CCOCC2)=O 6-[(3S,4S)-4-methyl-1-(pyridin-2-ylmethyl)pyrrolidin-3-yl]-1-(tetrahydro-2H-pyran-4-yl)-1,5-dihydro-4H-pyrazolo[3,4-d]pyrimidin-4-one